N-methyl-4-nonadecyl-N-octadecylaniline HCl salt Cl.CN(C1=CC=C(C=C1)CCCCCCCCCCCCCCCCCCC)CCCCCCCCCCCCCCCCCC